O=C1C=CC(=CN1)C(=O)N 6-oxopyridin-3-carboxamide